C(CCCCC)C(C(N)CCCCCC)N Dihexylethane-1,2-diamine